2-ETHOXY-3-METHYLCYCLOPROPANECARBOXYLIC ACID C(C)OC1C(C1C)C(=O)O